C(C)OC(=O)C1CC(=CC1)C=1N=NC(=CC1)NC(CC1=CC(=CC=C1)OC(F)(F)F)=O 3-(6-(2-(3-(trifluoromethoxy)phenyl)acetamido)pyridazin-3-yl)cyclopent-3-enecarboxylic acid ethyl ester